tert-butyl (1R,5S,6R)-6-[[4,5-dichloro-2-(prop-2-en-1-yloxy)phenyl][(2-methylpropane-2-sulfinyl)amino]methyl]-3-azabicyclo[3.1.0]hexane-3-carboxylate ClC1=CC(=C(C=C1Cl)C(C1[C@H]2CN(C[C@@H]12)C(=O)OC(C)(C)C)NS(=O)C(C)(C)C)OCC=C